OC1=C(C=CC(=C1)C=1C=NNC1)C1=CC=C(N=N1)N(C1CC(N(C(C1)(C)C)C(=O)NCCCNC)(C)C)C 4-((6-(2-hydroxy-4-(1H-pyrazol-4-yl)phenyl)pyridazin-3-yl)(methyl)amino)-2,2,6,6-tetramethyl-N-(3-(methylamino)propyl)piperidine-1-carboxamide